2-(4-(5-(4-chlorophenyl)-4-methyl-1H-imidazol-2-yl)phenoxy)-1-(pyridin-2-yl)ethan-1-one ClC1=CC=C(C=C1)C1=C(N=C(N1)C1=CC=C(OCC(=O)C2=NC=CC=C2)C=C1)C